tert-butyl (2R,5S)-5-[2-(4-chloro-3-fluorophenoxy)acetamido]-2-[5-(trifluoromethyl)-2,3-dihydro-1H-isoindole-2-carbonyl]piperidine-1-carboxylate ClC1=C(C=C(OCC(=O)N[C@H]2CC[C@@H](N(C2)C(=O)OC(C)(C)C)C(=O)N2CC3=CC=C(C=C3C2)C(F)(F)F)C=C1)F